(1S,5S,6S)-6-fluoro-7-oxo-3-oxa-9-azabicyclo[3.3.1]nonane-9-carboxylic acid tert-butyl ester C(C)(C)(C)OC(=O)N1[C@@H]2COC[C@H]1[C@@H](C(C2)=O)F